C(C)C=1C=NN2C1N=C(C=C2NCC=2C=CC(N(C2)CC(C(=O)OC(C)(C)C)=C)=O)N2CCCCC2 tert-butyl 2-[[5-[[[3-ethyl-5-(1-piperidyl)pyrazolo[1,5-a]pyrimidin-7-yl]amino]methyl]-2-oxo-1-pyridyl]methyl]prop-2-enoate